Isopropylxanthic acid sodium salt CC(C)OC(=S)[S-].[Na+]